[Zr].C(C)O[Si](CC[Si](OCC)(OCC)OCC)(OCC)OCC 1,2-bis(triethoxysilyl)ethane, zirconium salt